tert-butyl 4-[4-[1-[5-(4,4,5,5-tetramethyl-1,3,2-dioxaborolan-2-yl)-2-pyridyl]-4-piperidyl]piperazin-1-yl]benzoate CC1(OB(OC1(C)C)C=1C=CC(=NC1)N1CCC(CC1)N1CCN(CC1)C1=CC=C(C(=O)OC(C)(C)C)C=C1)C